NC1=NC2=CC(=CC(=C2C=N1)F)C=1C=C(C(=C(C1)OP(=O)(O)[O-])C(C)C)OP(=O)(O)[O-] 5-(2-amino-5-fluoroquinazolin-7-yl)-2-isopropyl-1,3-phenylenedi(dihydrogen phosphate)